N1(C=NC=C1)C(=O)N1N=CC[C@H]1C=1SC(=CN1)C (S)-(1H-imidazol-1-yl)(5-(5-methylthiazol-2-yl)-4,5-dihydro-1H-pyrazol-1-yl)methanone